N3-([1,1'-biphenyl]-4-yl)-N5-(dibenzo[b,d]furan-2-yl)-N3,N5-diphenyl-[1,1'-biphenyl]-3,5-diamine C1(=CC=C(C=C1)N(C=1C=C(C=C(C1)N(C1=CC=CC=C1)C1=CC2=C(OC3=C2C=CC=C3)C=C1)C1=CC=CC=C1)C1=CC=CC=C1)C1=CC=CC=C1